dimethyl-5-hydroxyethyl-2,3-dioleoyloxypropylammonium bromide [Br-].C[NH+](CC(COC(CCCCCCC\C=C/CCCCCCCC)=O)OC(CCCC(CCC\C=C/CCCCCCCC)CCO)=O)C